3-((5-cyclopropyl-3-(2,6-dichlorophenyl)isoxazol-4-yl)methoxy)-8-azabicyclo[3.2.1]octane-8-sulfonamide C1(CC1)C1=C(C(=NO1)C1=C(C=CC=C1Cl)Cl)COC1CC2CCC(C1)N2S(=O)(=O)N